C(C=CC=CCCCCCCCCC)=O tetradecadien-aldehyde